C(CCC)S(=O)(=O)OC=1C=C(C=CC1)NC(=O)NC1=CC=C(C=C1)OS(=O)(=O)CCCC N-[3-(butanesulfonyloxy)phenyl]-N'-[4-(butanesulfonyloxy)phenyl]urea